FC1=CC(=C(C=C1C1=CC(=CC=C1)CN1CCC(CC1)F)NC(=O)C1=CNC(C=C1C(F)(F)F)=O)N1C[C@H](N([C@H](C1)C)C)C |r| N-[4-fluoro-5-[3-[(4-fluoropiperidin-1-yl)methyl]phenyl]-2-[rac-(3R,5S)-3,4,5-trimethylpiperazin-1-yl]phenyl]-6-oxo-4-(trifluoromethyl)-1H-pyridine-3-carboxamide